2-(1-(4-amino-3-(3-fluorophenyl)-1H-pyrazolo[3,4-d]pyrimidin-1-yl)ethyl)-3-cyclopentyl-5-fluoroquinazolin-4(3H)-one NC1=C2C(=NC=N1)N(N=C2C2=CC(=CC=C2)F)C(C)C2=NC1=CC=CC(=C1C(N2C2CCCC2)=O)F